CC1CN(C=2C=CC3=C(C12)C=CC=C3C3=CC=CC=C3)C(=O)OC(C)(C)C tert-butyl 1-methyl-6-phenyl-1,2-dihydro-3H-benzo[e]indole-3-carboxylate